4-((1R,4R)-5-methyl-2,5-diazabicyclo[2.2.1]heptan-2-yl)-1H-benzo[d]imidazole CN1[C@H]2CN([C@@H](C1)C2)C2=CC=CC=1NC=NC12